N-((5-phenyl-1,3,4-oxadiazol-2-yl)methyl)4-methylaniline C1(=CC=CC=C1)C1=NN=C(O1)CNC1=CC=C(C=C1)C